2-[4-[3-[1-(5-chloropyrimidin-2-yl)-4-piperidyl]propoxy]-2-fluoro-phenyl]-1-[4-hydroxy-4-[[[3-hydroxy-2,2-bis(hydroxymethyl)propyl]amino]methyl]-1-piperidyl]ethanone ClC=1C=NC(=NC1)N1CCC(CC1)CCCOC1=CC(=C(C=C1)CC(=O)N1CCC(CC1)(CNCC(CO)(CO)CO)O)F